C[C@H]1CN(C[C@@H](O1)C)C=1C=2N(C=C(C1)S(=O)(=O)N(COCC[Si](C)(C)C)C1(COC1)C)C(=NC2)CO 8-((2S,6S)-2,6-dimethylmorpholinyl)-3-(hydroxymethyl)-N-(3-methyloxetane-3-yl)-N-[(2-(trimethylsilyl)ethoxy)methyl]imidazo[1,5-a]pyridine-6-sulfonamide